(5S)-5-cyclopropyl-5-((S)-(3-(5,6-dichloroisoindolin-2-yl)-2-methyl-3-oxopropyl))imidazolidine-2,4-dione C1(CC1)[C@]1(C(NC(N1)=O)=O)C[C@@H](C(=O)N1CC2=CC(=C(C=C2C1)Cl)Cl)C